FC=1C=2C3=C(C(NC3=CC1)=O)C=C(C2)CNCC2(CCC2)O 6-Fluoro-4-[[(1-hydroxycyclobutyl)methylamino]methyl]benz[cd]indol-2(1H)-one